O[C@H]1CC[C@@]2([C@H]3CC[C@]4([C@H]([C@@H]3CC=C2C1)CC[C@@H]4[C@@H](CCCC(=O)O)C)C)C (5R)-5-[(1R,3aS,3bS,7S,9aR,9bS,11aR)-7-hydroxy-9a,11a-dimethyl-2,3,3a,3b,4,6,7,8,9,9a,9b,10,11,11a-tetradecahydro-1H-cyclopenta[1,2-a]phenanthrene-1-yl]hexanoic acid